ClC1=CC2=C(NC(=N2)[C@H](CO)C2=CC=C(C=C2)S(=O)(=O)CC)C(=C1N1CCC(CC1)(F)F)Cl (R)-2-(5,7-dichloro-6-(4,4-difluoropiperidin-1-yl)-1H-benzo[d]imidazol-2-yl)-2-(4-(ethylsulfonyl)phenyl)ethanol